4-(3-(5-fluoro-2-methoxypyridin-4-yl)-1H-pyrazole-5-carbonyl)-N-(((R)-5,6,7,8-tetrahydroimidazo[1,5-a]pyridin-7-yl)methyl)-4-azaspiro[2.5]octane-7-carboxamide FC=1C(=CC(=NC1)OC)C1=NNC(=C1)C(=O)N1C2(CC2)CC(CC1)C(=O)NC[C@H]1CC=2N(CC1)C=NC2